2-((benzothiazol-7-ylthio)methyl)-3,4-difluorobenzoic acid S1C=NC2=C1C(=CC=C2)SCC2=C(C(=O)O)C=CC(=C2F)F